CC1=C(OC2=C(C=C(C=C2C1=O)C)[C@@H](C)NC(OC(C)(C)C)=O)C1=CC=C2C(=N1)C=NN2C tert-Butyl N-[(1R)-1-[3,6-dimethyl-2-(1-methylpyrazolo[4,3-b]pyridin-5-yl)-4-oxo-chromen-8-yl]ethyl]carbamate